CN(C1CCN(CC1)CC1=CC=C(C=C1)NC(C1=CC(=CC=C1)B1OC(C(O1)(C)C)(C)C)=O)C N-(4-{[4-(dimethylamino)piperidin-1-yl]methyl}phenyl)-3-(4,4,5,5-tetramethyl-1,3,2-dioxaborolan-2-yl)benzamide